5-(4-fluorophenyl)-2-(methylsulfonyl)oxazole-4-carboxylic acid FC1=CC=C(C=C1)C1=C(N=C(O1)S(=O)(=O)C)C(=O)O